5-(5-Fluoropyridin-3-yl)-3-Isopropylpyrazolo[1,5-a]Pyrimidin-7-ol FC=1C=C(C=NC1)C1=NC=2N(C(=C1)O)N=CC2C(C)C